(3-methyloxetan-3-ylsulfamoyl)-1H-pyrrole-2-carboxamide CC1(COC1)NS(=O)(=O)N1C(=CC=C1)C(=O)N